C(CCCCCCC=C)[SiH](O[SiH3])C 8-nonenylmethyldisiloxane